COC1=CC=C(C=N1)NC1=NC=NC2=CC=C(C=C12)C1=CNC2=NC=CC=C21 N-(6-Methoxypyridin-3-yl)-6-(1H-pyrrolo[2,3-b]pyridin-3-yl)quinazolin-4-amine